7-nitrotryptophan [N+](=O)([O-])C1=C2NC=C(C[C@H](N)C(=O)O)C2=CC=C1